FC1=C(C(=O)NC=2N(N=C3C2C=NC(=C3)C(=O)N)C3=CC=CC=C3)C=C(C(=C1)C(F)(F)F)C1=NC=CC=N1 3-(2-Fluoro-5-(pyrimidin-2-yl)-4-(trifluoromethyl)benzamido)-2-phenyl-2H-pyrazolo[4,3-c]pyridine-6-carboxamide